C1(=CC=C(C=C1)C=1NC(C2=CC=CC=C2C1)=O)C 3-p-tolylisoquinolin-1(2H)-one